NN1C=NC2=CC=CC=C2C1=O 3-amino-4(3H)-quinazolinone